C(=CC)OS(=O)(=O)F fluorosulfonyl propenyl ether